ClC1=C(C=CC(=C1)F)C1=CC(OC2=CC(=CC=C12)C(=O)NCCC)=O 4-(2-chloro-4-fluorophenyl)-2-oxo-N-propyl-2H-chromene-7-carboxamide